N-(2-chloro-3'-(4-methoxy-5-((oxetan-3-ylamino)methyl)methylpyridinamido)-2'-methyl-[1,1'-biphenyl]-3-yl)-1,5-dimethyl-4,5,6,7-tetrahydro-1H-imidazo[4,5-c]pyridine-2-carboxamide ClC1=C(C=CC=C1NC(=O)C=1N(C2=C(CN(CC2)C)N1)C)C1=C(C(=CC=C1)NC(=O)C1=NC=C(C(=C1C)OC)CNC1COC1)C